NC1=NC=2C=C(C(=CC2C=2N1N=C(N2)[C@@H]2CC[C@@H](N(C2)C(=O)[C@@H]2[C@@H](C2)C)C)F)OC [(2S,5R)-5-(5-amino-9-fluoro-8-methoxy[1,2,4]triazolo[1,5-c]quinazolin-2-yl)-2-methylpiperidin-1-yl][(1S,2R)-2-methylcyclopropyl]methanone